I.NC=1C(=NC(=C(N1)N)Cl)C(=O)NC(=N)SC methyl 3,5-diamino-6-chloropyrazine-2-carbonylcarbamimidothioate hydroiodic acid salt